Dimethyl diisopropylphosphoramidite C(C)(C)N(P(OC)OC)C(C)C